N=C1N(CC(O[C@@H](CCCCCCCCCCC(N1)=O)C)=O)C([2H])([2H])[2H] (R)-5-imino-4-trideuteriomethyl-18-methyl-1-oxa-4,6-diazacyclooctadecane-2,7-dione